BrCCCCCCCCCCCBr ls-1,11-dibromoundecane